2-(4-hydroxybenzothiazol-2-yl)-2-thiazoline OC1=CC=CC2=C1N=C(S2)C=2SCCN2